C1(CC1)C([C@@H](C(=O)NC1=C(C=C(C(=C1)CC=O)[C@@H](C(NCC(F)(F)F)=O)C)F)NC(OC(C)(C)C)=O)C1CC1 tert-butyl ((S)-1,1-dicyclopropyl-3-((2-fluoro-4-((S)-1-oxo-1-((2,2,2-trifluoroethyl)amino)propan-2-yl)-5-(2-oxoethyl)phenyl)amino)-3-oxopropan-2-yl)carbamate